6-[5,6-difluoro-1-(oxan-2-yl)indazol-3-yl]-2-isopropoxypyridin-3-amine FC=1C=C2C(=NN(C2=CC1F)C1OCCCC1)C1=CC=C(C(=N1)OC(C)C)N